4-(aminomethyl)-N-(4-cyclopentylphenyl)aniline hydrochloride Cl.NCC1=CC=C(NC2=CC=C(C=C2)C2CCCC2)C=C1